lactic acid, sodium salt [Na+].C(C(O)C)(=O)[O-]